CC1=NN2C(CN(C3=C(C=CC=C23)NC2=CC(=NC=C2C(CC([2H])([2H])[2H])=O)NC(=O)C2CC2)C)=N1 N-(4-((2,5-dimethyl-4,5-dihydro-[1,2,4]triazolo[1,5-a]quinoxalin-6-yl)amino)-5-(propanoyl-3,3,3-d3)pyridin-2-yl)cyclopropanecarboxamide